FC=1C2=C(C=NC1)C(=CN2)C(=O)O 7-fluoro-1H-pyrrolo[3,2-c]pyridine-3-carboxylic acid